1-(2,6-bis(benzyloxy)pyridin-3-yl)-3-(oxetan-3-yl)-5-(1-(2-(trimethylsilyl)ethoxy)-1,2,3,6-tetrahydropyridin-4-yl)-1H-benzo[d]imidazol-2(3H)-one C(C1=CC=CC=C1)OC1=NC(=CC=C1N1C(N(C2=C1C=CC(=C2)C=2CCN(CC2)OCC[Si](C)(C)C)C2COC2)=O)OCC2=CC=CC=C2